SCCC1=NC=CC=C1 2-mercapto-ethyl-pyridine